4-oxopyrrolidine-1,3-dicarboxylic acid 1-tert-butyl 3-ethyl ester C(C)OC(=O)C1CN(CC1=O)C(=O)OC(C)(C)C